CC(CCCNC1=CC=C(C=C1)N)C N-(4-methylpentyl)benzene-1,4-diamine